N-acetyl-L-Cystein C(C)(=O)N[C@@H](CS)C(=O)O